3'-fluorospiro[1,3-dioxolane-2,5'-6,7-dihydro-4H-benzothiophene] FC1=CSC2=C1CC1(CC2)OCCO1